N1=C(C=CC=C1C(=O)OC)C1=NC=CC=C1 Methyl bipyridine-6-carboxylate